3'-(propane-1,3-diylbis(sulfanediyl))dipropionaldehyde C(CCSCCC=O)SCCC=O